{3-[({1-[2-(2-chloro-3,5-difluorophenoxy)ethyl]-5-isopropyl-1H-pyrazole-4-yl}carbonyl)amino]-4-(Trifluoromethyl)phenyl}acetic acid ClC1=C(OCCN2N=CC(=C2C(C)C)C(=O)NC=2C=C(C=CC2C(F)(F)F)CC(=O)O)C=C(C=C1F)F